C(C)(C)(C)OC(NC=1N=CN2C(NC=CC21)=O)=O (5-Oxo-5,6-dihydroimidazo[1,5-c]pyrimidin-1-yl)carbamic acid tert-butyl ester